5-fluoro-2-(1-ethylpiperidin-4-yl)-2H-indazole-7-carboxamide FC1=CC2=CN(N=C2C(=C1)C(=O)N)C1CCN(CC1)CC